FC(C1CCN(CC1)C1=CC=C(C=C1)NC=1C=C2CN(CC2=CC1)C(C)=O)(F)F 1-(5-((4-(4-(Trifluoromethyl)piperidin-1-yl)phenyl)amino)isoindolin-2-yl)ethan-1-one